NCCN1CCN(CC1)C1=C2C(N(C(C2=CC=C1)=O)C1C(NC(CC1)=O)=O)=O 4-(4-(2-aminoethyl)piperazin-1-yl)-2-(2,6-dioxopiperidin-3-yl)isoindoline-1,3-dione